BrC=1C=C(C(=NC1)C1=NC=2C(=NC=C(C2)C(F)(F)F)N1C)S(=O)(=O)CC 2-(5-bromo-3-ethanesulfonylpyridin-2-yl)-3-methyl-6-trifluoromethyl-3H-imidazo[4,5-b]pyridine